tert-butyl-(2-((4-(dimethylcarbamoyl)-1H-pyrazol-1-yl) methyl)-3-fluoroallyl) carbamate C(N)(OCC(=C(F)C(C)(C)C)CN1N=CC(=C1)C(N(C)C)=O)=O